CC1=CC=C(C=C1)S(=O)(=O)NC(=O)NC1=CC(=CC=C1)OS(=O)(=O)C1=CC=C(C=C1)C (4-methylphenylsulfonyl)-N'-(3-(4-methylphenylsulfonyloxy)phenyl)urea